1-(7-cyclobutylpyrazolo[1,5-a]pyrimidin-6-yl)-3-[6-[5-[6-[4-[2-(2,6-dioxo-3-piperidyl)-1-oxo-isoindolin-5-yl]piperazin-1-yl]hexyl]-1,2,4-oxadiazol-3-yl]-5-methyl-3-pyridyl]urea C1(CCC1)C1=C(C=NC=2N1N=CC2)NC(=O)NC=2C=NC(=C(C2)C)C2=NOC(=N2)CCCCCCN2CCN(CC2)C=2C=C1CN(C(C1=CC2)=O)C2C(NC(CC2)=O)=O